oxo-1,6-dihydropyrimidine-5-nitrile O=C1C(=CN=CN1)C#N